CC1=C(OCC(=O)N(CC2SCCC2)C2=NNC=C2)C=CC=C1 2-(2-methylphenoxy)-N-(1H-pyrazol-3-yl)-N-(tetra-hydrothiophen-2-yl-methyl)acetamide